(R)-2-(1-methyl-1H-pyrazol-4-yl)-4-(3-(4-oxoquinazolin-3(4H)-yl)piperidin-1-yl)-1H-indole-7-carbonitrile CN1N=CC(=C1)C=1NC2=C(C=CC(=C2C1)N1C[C@@H](CCC1)N1C=NC2=CC=CC=C2C1=O)C#N